6-fluoro-8-iodo-2,3-dihydrobenzo[b][1,4]dioxin-5-amine FC1=C(C2=C(OCCO2)C(=C1)I)N